C(C1=CC=CC=C1)N([C@@H](CCCNC(N)=N)C(=O)N)C(C(C1=CC=CC=C1)C1=CC=CC=C1)=O benzyl-(2,2-diphenylacetyl)argininamide